N=1NN=NC1C=1C=CC2=C(N=CCC[SH4]2)C1 7-(2H-tetrazol-5-yl)-2,3-dihydro-1λ6,5-benzothiazepine